2-amino-1-(3-((3,4-dichlorophenyl)sulfinyl)-2-(4-fluorophenyl)-8,8-dimethyl-5,6-dihydroimidazo[1,2-a]pyrazin-7(8H)-yl)ethan-1-one NCC(=O)N1C(C=2N(CC1)C(=C(N2)C2=CC=C(C=C2)F)S(=O)C2=CC(=C(C=C2)Cl)Cl)(C)C